[IH2+].CN(C)C1=C(C#N)C=CC=C1 dimethylaminobenzonitrile, iodonium salt